2-Chloro-N-(2-{4-[(2-chloropyridin-3-yl)oxy]piperidin-1-yl}-2-[4-(difluoromethyl)-1,3-thiazol-5-yl]ethyl)-6-fluorobenzamide ClC1=C(C(=O)NCC(C2=C(N=CS2)C(F)F)N2CCC(CC2)OC=2C(=NC=CC2)Cl)C(=CC=C1)F